(R)-4-((8-(1-(2-butynyl)piperidin-4-yl)-7-ethyl-5-methyl-6-oxo-5,6,7,8-tetrahydropteridin-2-yl)amino)-N-ethyl-3-methoxybenzamide C(C#CC)N1CCC(CC1)N1[C@@H](C(N(C=2C=NC(=NC12)NC1=C(C=C(C(=O)NCC)C=C1)OC)C)=O)CC